CC1=CNC2=NC=C(C=C21)C=2C=C1C=CN=CC1=C(C2)[C@@H]2NCCC2 (R)-6-(3-methyl-1H-pyrrolo[2,3-b]pyridin-5-yl)-8-(pyrrolidin-2-yl)isoquinoline